(1R,2R)-2-ALLYLCYCLOPENTANE-1-SULFONAMIDE C(C=C)[C@@H]1[C@@H](CCC1)S(=O)(=O)N